Br[Si]1(CC[SiH2]CC1)Br 1,1-dibromo-1,4-disilacyclohexane